O1CCC(CC1)C1=CC=C(C=C1)N1C(N(CC1)C1=NC(=CC=C1)C1=NN=CN1C(C)C)=O 1-(4-(tetrahydro-2H-pyran-4-yl)phenyl)-3-(6-(4-isopropyl-4H-1,2,4-triazol-3-yl)pyridin-2-yl)imidazolidin-2-one